1,4-dicarboxyl-phenyl-zirconium C(=O)(O)C1(CC=C(C=C1)C(=O)O)[Zr]